C(CC1=CC=CC=C1)OB(O)O phenethyl-boric acid